N-(2-((3-chloro-2-fluorobenzyl)amino)-2-oxoethyl)-2-(4-chloro-5-cyano-7H-pyrrolo[2,3-d]pyrimidin-7-yl)-N-isopropylacetamide ClC=1C(=C(CNC(CN(C(CN2C=C(C3=C2N=CN=C3Cl)C#N)=O)C(C)C)=O)C=CC1)F